(2S,4R)-methyl-4-hydroxypyrrolidine-2-carboxylic acid methyl ester hydrochloride Cl.COC(=O)[C@H]1N(C[C@@H](C1)O)C